BrC1=CC(=NC=C1)NC(=O)C1CC(C1)N1[C@@H]2CN([C@H](C1)C2)C N-(4-bromo-2-pyridyl)-3-[(1S,4S)-5-methyl-2,5-diazabicyclo[2.2.1]heptan-2-yl]cyclobutanecarboxamide